6-((3S,4S)-4-amino-3-methyl-2-oxa-8-azaspiro[4.5]decan-8-yl)-3-(1-(benzo[d]oxazol-2-yl)cyclopropyl)-1,5-dihydro-4H-pyrazolo[3,4-d]pyrimidin-4-one N[C@@H]1[C@@H](OCC12CCN(CC2)C=2NC(C1=C(N2)NN=C1C1(CC1)C=1OC2=C(N1)C=CC=C2)=O)C